4-((2,7-Dichloroacridin-9-yl)amino)-2,6-bis(pyrrolidin-1-ylmethyl)phenol hydrochloride Cl.ClC1=CC2=C(C3=CC(=CC=C3N=C2C=C1)Cl)NC1=CC(=C(C(=C1)CN1CCCC1)O)CN1CCCC1